O[C@H]1CC(NC1)=O (4S)-4-hydroxypyrrolidin-2-one